C(C)(C)(C)OC(=O)N1CCC(CC1)C=1C=C2C(=C(NC2=CC1)C1=CC(=NC=C1)Cl)CC(F)F 4-(2-(2-Chloropyridin-4-yl)-3-(2,2-difluoroethyl)-1H-indol-5-yl)piperidine-1-carboxylic acid tert-butyl ester